(S)-N-(4-amino-3-(4-((difluoromethyl)sulfonamido)-3-(1-(4-fluorophenyl)ethoxy)phenyl)-1-methyl-1H-pyrazolo[4,3-c]pyridin-7-yl)acetamide 1-(2-hydroxylethyl)4-methyl-terephthalate OCCC1(C(=O)O)C=CC(C(=O)O)(C=C1)C.NC1=NC=C(C2=C1C(=NN2C)C2=CC(=C(C=C2)NS(=O)(=O)C(F)F)O[C@@H](C)C2=CC=C(C=C2)F)NC(C)=O